Cl.FC1(CNCC12CCN(C2)C(=O)C2=C1N(C=3C=CC=CC23)CCC1)F (9,9-difluoro-2,7-diazaspiro[4.4]nonan-2-yl)(2,3-dihydro-1H-pyrrolo[1,2-a]indol-9-yl)methanone hydrochloride